phenyl-phosphine dibromide [Br-].[Br-].C1(=CC=CC=C1)P